N-Cyclopropyl-3-(1-methylimidazol-4-yl)-4-[[4-(trifluoromethyl)phenyl]methylamino]benzamide C1(CC1)NC(C1=CC(=C(C=C1)NCC1=CC=C(C=C1)C(F)(F)F)C=1N=CN(C1)C)=O